CN1C(N(C(=C(C1=O)[C@@H]1O[C@@H]([C@H]([C@@H]([C@H]1O)O)O)CO)[O-])C)=O.[Na+] sodium 1,3-dimethyl-2,6-dioxo-5-[(2s,3r,4r,5s,6r)-3,4,5-trihydroxy-6-(hydroxy-methyl) tetrahydro-2H-pyran-2-yl]-1,2,3,6-tetrahydropyrimidin-4-olate